BrC1=CC(=C(OC[C@H]2C[C@@](OC2)(C2=C(C=C(C=C2)F)F)CN2N=CN=C2)C=C1)C 1-(((2R,4R)-4-((4-bromo-2-methylphenoxy)methyl)-2-(2,4-difluorophenyl)tetrahydrofurane-2-yl)methyl)-1H-1,2,4-triazole